(4-(5-(hydroxymethyl)-6-methylpyridin-2-yl)-1-methyl-1H-1,2,3-triazol-5-yl)methyl-(propyl)carbamic acid methyl ester COC(N(CCC)CC1=C(N=NN1C)C1=NC(=C(C=C1)CO)C)=O